ClC=1C=CC(=NC1)C1(OC2=C(O1)C=CC=C2C2CCN(CC2)CC2=NC1=C(N2C[C@H]2OCC2)C=C(C=C1OC)C(=O)O)C 2-((4-(2-(5-chloropyridin-2-yl)-2-methylbenzo[d][1,3]dioxol-4-yl)piperidin-1-yl)methyl)-4-methoxy-1-(((S)-oxetan-2-yl)methyl)-1H-benzo[d]imidazole-6-carboxylic acid